(S)-6-(propyl (2-(thiophen-2-yl) ethyl) amino)-5,6,7,8-tetrahydronaphthalen-1-yl 2-phenylacetylaminoacetate C1(=CC=CC=C1)CC(=O)NCC(=O)OC1=CC=CC=2C[C@H](CCC12)N(CCC=1SC=CC1)CCC